NC=1C=C(C=CC1C)NC(C1=CC=C(C=C1)Cl)=O N-(3-amino-4-methylphenyl)-4-chlorobenzamide